(S)-2-(3-oxo-3-(2,6-difluoro-4-(methoxycarbonyl)phenyl) Propyl)morpholine-4-carboxylate O=C(CC[C@H]1CN(CCO1)C(=O)[O-])C1=C(C=C(C=C1F)C(=O)OC)F